(3S)-3-(2,2-difluoroethyl)pyrrolidine hydrochloride Cl.FC(C[C@H]1CNCC1)F